C(C)(C)C=1C2=C(NC1C=1C=C(C=3N(C1)N=CN3)C)SC(=C2C)C(=O)O 4-isopropyl-3-methyl-5-(8-methyl-[1,2,4]triazolo[1,5-a]pyridin-6-yl)-6H-thieno[2,3-b]pyrrole-2-carboxylic acid